[Ir].C(C)(C)C1=CC2=C(OC3=C2C=CC=C3)C(=C1N1C(=NC=C1)C1=CC=CC=C1)C(C)C.C(C)(C)C1=CC3=C(OC2=C3C=CC=C2)C(=C1N1C(=NC=C1)C1=CC=CC=C1)C(C)C.C(C)(C)C1=CC2=C(OC3=C2C=CC=C3)C(=C1N1C(=NC=C1)C1=CC=CC=C1)C(C)C tris[1-(2,4-diisopropyldibenzo[b,d]furan-3-yl)-2-phenyl-1H-imidazole] iridium